N-(3-(chloromethyl)phenyl)-2-chlorobenzamide ClCC=1C=C(C=CC1)NC(C1=C(C=CC=C1)Cl)=O